C(#N)C1=CC=C(C=C1)S(=O)(=O)NN1C(NN=C(C1)C)=O 4-cyano-N-(6-methyl-3-oxo-2,3-dihydro-1,2,4-triazin-4(5H)-yl)benzenesulfonamide